N-(5-chloro-2-(2-methoxyethoxy)benzyl)-2-hydroxy-N-(5-(N-propylcarbamoyl)-2,3-dihydro-1H-inden-2-yl)benzamide ClC=1C=CC(=C(CN(C(C2=C(C=CC=C2)O)=O)C2CC3=CC=C(C=C3C2)C(NCCC)=O)C1)OCCOC